(3S)-3-(3',3'-difluoro-1'-((1-methyl-1H-indazol-7-yl)methyl)-6-oxo-6,8-dihydro-2H,7H-spiro[furo[2,3-e]isoindol-3,4'-piperidin]-7-yl)piperidine-2,6-dione FC1(CN(CCC12COC1=C3CN(C(C3=CC=C12)=O)[C@@H]1C(NC(CC1)=O)=O)CC=1C=CC=C2C=NN(C12)C)F